[Na+].C(CCCC)(=O)C1=C(C(=O)[O-])C=CC=C1 2-(alpha-n-pentanonyl)benzoic acid sodium salt